N-(4-cyano-2,6-dimethylbenzoyl)-O-(4-(5,6,7,8-tetrahydro-1,8-naphthyridin-2-yl)butyl)-L-homoserine C(#N)C1=CC(=C(C(=O)N[C@@H](CCOCCCCC2=NC=3NCCCC3C=C2)C(=O)O)C(=C1)C)C